8-methyl-6-[(4-methyl-3-oxo-piperazin-1-yl)methyl]-2-thieno[3,2-c]pyridin-6-yl-3H-quinazolin-4-one CC=1C=C(C=C2C(NC(=NC12)C1=CC2=C(C=N1)C=CS2)=O)CN2CC(N(CC2)C)=O